bis(isopropyldimethylsilyl)(trimethylsilyl)phosphine C(C)(C)[Si](C)(C)P([Si](C)(C)C)[Si](C(C)C)(C)C